N1(CCNCC1)C1=NC=CC(=N1)NC=1C=C2C=NNC2=CC1 N-(2-(piperazin-1-yl)pyrimidin-4-yl)-1H-indazol-5-amine